3-(3-bromophenyl)-3-(4-methyl-4H-1,2,4-triazole-3-yl)cyclobutan-1-one BrC=1C=C(C=CC1)C1(CC(C1)=O)C1=NN=CN1C